CC=CC(=O)N1C=CC=C1 N-(methyl)acryloyl-pyrrole